CC1(N(CCC(C1)C1=CC2=C(NC(O2)=O)C=C1)C(=O)NCCCCC1=CC=CC=C1)C 2,2-dimethyl-4-(2-oxo-3H-1,3-benzoxazol-6-yl)-N-(4-phenylbutyl)piperidine-1-carboxamide